CC1=CCC(C(C1OC(C)OCC(C)OC=C)C)C 1,4,5-trimethyl-6-[1-(2-vinyloxypropoxy)ethoxy]cyclohexene